3-([(3R,5S)-5-(dimethylcarbamothioyl)pyrrolidin-3-yl]oxymethyl)benzoic acid CN(C(=S)[C@@H]1C[C@H](CN1)OCC=1C=C(C(=O)O)C=CC1)C